S1NC(C2=C1C=CC=C2)=O 1,2-Benzisothiazol-3(2H)on